4-(isoindolin-2-ylmethyl)-2-(methylsulfonyl)phenol C1N(CC2=CC=CC=C12)CC1=CC(=C(C=C1)O)S(=O)(=O)C